2-[[(2R)-2-[(E)-7-carboxy-5-hydroxyhept-6-enoyl]oxy-3-hexadecanoyloxypropoxy]-hydroxyphosphoryl]oxyethyl-trimethylazanium C(=O)(O)/C=C/C(CCCC(=O)O[C@@H](COP(=O)(O)OCC[N+](C)(C)C)COC(CCCCCCCCCCCCCCC)=O)O